NC=1C2=C(N=C(N1)Cl)N(C=C2C=2SC=C(N2)CC2=CC=CC=C2)[C@H]2[C@@H]([C@@H]([C@H](C2)C2CCN(CC2)CC2CC2)O)O (1R,2S,3R,5R)-3-[4-amino-5-(4-benzyl-1,3-thiazol-2-yl)-2-chloropyrrolo[2,3-d]pyrimidin-7-yl]-5-[1-(cyclopropylmethyl)piperidin-4-yl]cyclopentane-1,2-diol